Ethyl 2-((2S,4R)-1-(tert-butoxycarbonyl)-4-fluoropyrrolidin-2-yl)-4-hydroxy-4,5-dihydrothiazole-4-carboxylate C(C)(C)(C)OC(=O)N1[C@@H](C[C@H](C1)F)C=1SCC(N1)(C(=O)OCC)O